C(C)(C)(C)OC(=O)[C@H]1OC([C@@H]1C(C)C)=O (2S,3R)-3-isopropyl-4-oxo-oxetane-2-carboxylic acid tert-butyl ester